tetrahydro-1H-pyrrolizine-2,7a(5H)-dicarboxylate C1C(CN2CCCC12C(=O)[O-])C(=O)[O-]